OC1=C(C=CC(=C1)C(F)(F)F)C1=C2C(=C(N=N1)NC1C[C@@H]([C@@H](C1)O)O)C=NC=C2 (1R,2S,4r)-4-((1-(2-hydroxy-4-(trifluoromethyl)phenyl)pyrido[3,4-d]pyridazin-4-yl)amino)cyclopentane-1,2-diol